3-[[(3R,4R)-4-[4-Chloro-2-(5-fluoro-2-pyridyl)-1H-imidazol-5-yl]-3-methyl-1-piperidyl]sulfonyl]-N,N-bis(trideuteriomethyl)propenamide ClC=1N=C(NC1[C@H]1[C@H](CN(CC1)S(=O)(=O)C=CC(=O)N(C([2H])([2H])[2H])C([2H])([2H])[2H])C)C1=NC=C(C=C1)F